N-tert-butylsulfonylpyridazine C(C)(C)(C)S(=O)(=O)N1NC=CC=C1